5-[3-(4-chlorophenyl)-5-[(2-hydroxy-2-methyl-propyl)-methyl-amino]-7-[6-(trifluoromethyl)-3-pyridyl]pyrazolo[1,5-a]pyrimidin-2-yl]pyridine-2-carboxamide ClC1=CC=C(C=C1)C=1C(=NN2C1N=C(C=C2C=2C=NC(=CC2)C(F)(F)F)N(C)CC(C)(C)O)C=2C=CC(=NC2)C(=O)N